2,3-di(tetradecyloxy)propyl-(2-hydroxyethyl)-dimethylazanium C(CCCCCCCCCCCCC)OC(C[N+](C)(C)CCO)COCCCCCCCCCCCCCC